2-((S)-1-methoxyethyl)-5-(4-methylpiperazin-1-yl)pyridin CO[C@@H](C)C1=NC=C(C=C1)N1CCN(CC1)C